3-((7-bromo-3,4-dihydroisoquinolin-2(1H)-yl)carbonyl)-1,5,7-trimethyl-1,5-dihydro-4H-pyrrolo[3,2-c]pyridin-4-one BrC1=CC=C2CCN(CC2=C1)C(=O)C1=CN(C2=C1C(N(C=C2C)C)=O)C